Benzyl (4S)-4-[(2S)-2-{[(tert-butoxy)carbonyl]amino}-3-methylbutanamido]-2,2,6-trimethyl-3-oxoheptanoate C(C)(C)(C)OC(=O)N[C@H](C(=O)N[C@H](C(C(C(=O)OCC1=CC=CC=C1)(C)C)=O)CC(C)C)C(C)C